8-(4-chloro-2-fluorophenyl)-2,3-dimethyl-6-(5,6,7,9-tetrahydro-8H-pyrido[3,4-c]azepin-8-yl)pyrimido[5,4-d]pyrimidin-4(3H)-one ClC1=CC(=C(C=C1)C1=NC(=NC2=C1N=C(N(C2=O)C)C)N2CC1=C(CCC2)C=CN=C1)F